Cl.OC[C@@H]1N(CCC1)C1=NC=C(C=N1)C1=C2C=C(C(=CC2=CC2=C1C(OC2)=O)OC)OC (R)-9-(2-(2-(hydroxymethyl)pyrrolidin-1-yl)pyrimidin-5-yl)-6,7-dimethoxynaphtho[2,3-c]furan-1(3H)-one hydrochloride